(R)-1-Methyl-N'-((3-methyl-2-(trifluoromethyl)-6,7-dihydro-5H-cyclopenta[b]pyridin-4-yl)carbamoyl)-1H-pyrazole-3-sulfonimidamide CN1N=C(C=C1)[S@@](=O)(N)=NC(NC1=C2C(=NC(=C1C)C(F)(F)F)CCC2)=O